(3'-hydroxy-4'-(4-oxo-3,5,7,8-tetrahydro-4H-thiopyrano[4,3-d]pyrimidin-2-yl)-[1,1'-biphenyl]-4-yl)boronic acid OC=1C=C(C=CC1C=1NC(C2=C(N1)CCSC2)=O)C2=CC=C(C=C2)B(O)O